5,7-Diphenyl-N-(2-(pyridin-2-ylamino)ethyl)pyrazolo[1,5-a]pyrimidine-2-carboxamide C1(=CC=CC=C1)C1=NC=2N(C(=C1)C1=CC=CC=C1)N=C(C2)C(=O)NCCNC2=NC=CC=C2